FC1(CCC(CC1)C(NC(=O)C1=NC=NN1C)C=1OC2=C(N1)C=C(C=C2)C(COC)N2C(NC(C2)C(F)(F)F)=O)F N-((4,4-difluorocyclohexyl)(5-(2-methoxy-1-(2-oxo-4-(trifluoromethyl)imidazolidin-1-yl)ethyl)benzo[d]oxazol-2-yl)methyl)-1-methyl-1H-1,2,4-triazole-5-carboxamide